COC(=O)C1=NC=C(C=C1)C(NC1=CC=C(C=C1)Br)=O 5-(4-bromo-phenylcarbamoyl)-pyridine-2-carboxylic acid methyl ester